CCCCCCCCCCCCCCCCCCCCCCCCCCCCCC(=O)SCCNC(=O)CCNC(=O)[C@@H](C(C)(C)COP(=O)(O)OP(=O)(O)OC[C@@H]1[C@H]([C@H]([C@@H](O1)N2C=NC3=C(N=CN=C32)N)O)OP(=O)(O)O)O The molecule is an ultra-long-chain fatty acyl-CoA that results from the formal condensation of the thiol group of coenzyme A with the carboxy group of triacontanoic acid (melissic acid). It is a conjugate acid of a triacontanoyl-CoA(4-).